N-[(S)-1-[(1,3-benzothiazol-2-yl)carbonyl]-4-guanidinobutyl]-(7S,10S,13S)-13-acetylamino-10-isobutyl-9,12-dioxo-2-oxa-8,11-diazabicyclo[13.2.2]nonadeca-1(17),15,18-triene-7-carboxamide S1C(=NC2=C1C=CC=C2)C(=O)[C@H](CCCNC(=N)N)NC(=O)[C@@H]2CCCCOC1=CC=C(C[C@@H](C(N[C@H](C(N2)=O)CC(C)C)=O)NC(C)=O)C=C1